ClC1=C(C=CC=C1Cl)N1CCN(CC1)CC[C@@H]1CC[C@H](CC1)NC(CC)=O N-(trans-4-(2-(4-(2,3-Dichlorophenyl)piperazin-1-yl)ethyl)cyclohexyl)propionamide